tert-butyl (2S,SR)-4-(bis(4-chlorophenyl)methyl)-2,5-dimethylpiperazine-1-carboxylate ClC1=CC=C(C=C1)C(N1C[C@@H](N(C[C@@H]1C)C(=O)OC(C)(C)C)C)C1=CC=C(C=C1)Cl |&1:13|